8-{2-oxa-6-azaspiro[3.3]heptan-6-yl}-3H-pyrido[3,4-d]pyridazin-4-one C1OCC12CN(C2)C2=CN=CC=1C(NN=CC12)=O